C(C)(C)(C)C1=CC=C(C=C1)C1=CC(=CC=C1N(C(COCCOCCN1C(C2=CC=CC=C2C(C1=O)F)=O)=O)C1=CC=C(C2=NON=C21)[N+](=O)[O-])C(=O)OC Methyl 4'-(tert-butyl)-6-(2-(2-(2-(4-fluoro-1,3-dioxoisoquinoline-2-yl)ethoxy)ethoxy)-N-(7-nitrobenzo[c][1,2,5]oxadiazol-4-yl)acetamido)-(1,1'-Biphenyl)-3-carboxylate